BrC1=C2CC(C(C2=CC=C1)=O)CCCC 4-Bromo-2-butyl-2,3-dihydro-1H-inden-1-one